N1=C(C=CC=C1)C1=NNC=N1 (2-pyridyl)-1,2,4-triazole